C1(CCC1)CN1C(N(CC12CCC(CC2)(C2=CC=CC=C2)N(C)C)C2=NC=C(C=N2)F)=O 1-(cyclobutyl-methyl)-8-dimethylamino-3-(5-fluoro-pyrimidin-2-yl)-8-phenyl-1,3-diazaspiro[4.5]decan-2-one